C(CC(=C)C)OC1=CC=C2C(C(=C(OC2=C1)C1=CC=C(C=C1)Cl)O)=O 7-isopentenyloxy-4'-chloro-flavonol